ethyl 3-(4-fluorophenyl)-3H-thieno[2,3-d]imidazole-5-carboxylate FC1=CC=C(C=C1)N1C=NC2=C1SC(=C2)C(=O)OCC